[Ni].ClC(CP(C1=CC=CC=C1)C1=CC=CC=C1)(CP(C1=CC=CC=C1)C1=CC=CC=C1)Cl dichloro-1,3-di(diphenylphosphino)propane nickel